3-methoxy-N-(4-((2-(3-methoxypyrrolidin-1-yl)pyrimidin-5-yl)oxy)-3-methylphenyl)cyclobutane-1-carboxamide COC1CC(C1)C(=O)NC1=CC(=C(C=C1)OC=1C=NC(=NC1)N1CC(CC1)OC)C